isopropylglycerol triacrylate C(C=C)(=O)OC(C(OC(C=C)=O)COC(C=C)=O)C(C)C